N-(4-(1,1-difluoroethyl)pyridin-2-yl)-1H-indol-6-amine FC(C)(F)C1=CC(=NC=C1)NC1=CC=C2C=CNC2=C1